CC1C(N(CC1)C)=O di-methyl-pyrrolidone